C(C)(C)(C)C(CCCC)(C(C)(C(=O)O)C)C(=O)O 5-(tert-butyl)6-methyl-heptane-5,6-dicarboxylic acid